methyl monopropionate Mono-methanesulfonate CS(=O)(=O)O.C(CC)(=O)OC